C(C)(C)(C)C1=CC(=NN1C)NC(=O)C1=CSC=2CN(CCC21)C(=O)OC(C)(C)C tert-butyl 3-((5-(tert-butyl)-1-methyl-1H-pyrazol-3-yl)carbamoyl)-4,7-dihydrothieno[2,3-c]pyridine-6(5H)-carboxylate